3-(3-methoxy-3-oxo-propyl)-5-oxo-pyrrolidine-3-carboxylic acid methyl ester COC(=O)C1(CNC(C1)=O)CCC(=O)OC